2-Amino-7-(cyclopropylmethyl)-9-((2R,3S,4S,5R)-4-fluoro-3-hydroxy-5-(hydroxymethyl)tetrahydrofuran-2-yl)-7,9-dihydro-8H-purin-8-on NC1=NC=C2N(C(N(C2=N1)[C@@H]1O[C@@H]([C@H]([C@H]1O)F)CO)=O)CC1CC1